6-(4-isopropyl-3-(4-(1-methylpiperidin-4-yl)phenyl)-1H-pyrazol-5-yl)-8-methyl-[1,2,4]triazolo[1,5-a]pyridine C(C)(C)C=1C(=NNC1C=1C=C(C=2N(C1)N=CN2)C)C2=CC=C(C=C2)C2CCN(CC2)C